FC(C1=NN=C(O1)C1=CN=C(S1)CN(S(=O)(=O)CC)C1=CN=CN1)F N-({5-[5-(difluoromethyl)-1,3,4-oxadiazol-2-yl]-1,3-thiazol-2-yl}methyl)-N-(1H-imidazol-5-yl)ethane-1-sulfonamide